ClC1=NC=NC=N1 6-Chloro-1,3,5-Triazin